1-(1-((3-(3-oxa-8-azabicyclo[3.2.1]oct-8-yl)phenyl)sulfonyl)-5-(2-fluoro-phenyl)-1H-pyrrol-3-yl)-N-methylmethylamine C12COCC(CC1)N2C=2C=C(C=CC2)S(=O)(=O)N2C=C(C=C2C2=C(C=CC=C2)F)CNC